2-(3-((4-amino-6-chloro-1H-pyrazolo[3,4-d]pyrimidin-1-yl)methyl)-5-bromophenyl)ethane-1-ol NC1=C2C(=NC(=N1)Cl)N(N=C2)CC=2C=C(C=C(C2)Br)CCO